Ethyl (S)-4-(1-acetyl-2-methyl-1,2,3,4-tetrahydroquinolin-6-yl)benzoate C(C)(=O)N1[C@H](CCC2=CC(=CC=C12)C1=CC=C(C(=O)OCC)C=C1)C